4-((1R,5S)-3,8-diazabicyclo[3.2.1]octan-3-yl)-8-fluoro-7-(8-methyl-3,4-dihydroquinolin-1(2H)-yl)-2-(((S)-1-methylpyrrolidin-2-yl)methoxy)quinazoline [C@H]12CN(C[C@H](CC1)N2)C2=NC(=NC1=C(C(=CC=C21)N2CCCC1=CC=CC(=C21)C)F)OC[C@H]2N(CCC2)C